C[NH+](CCCCCCCCCCCCCC)CCCCCCCCCCCCCC methyl-di(tetradecyl)ammonium